NCCC(=O)NNC(CC(C)C)=O 3-methylbutanoic acid-2-(3-amino-1-oxopropyl) hydrazide